ClC=1C=C(C=CC1F)NC1=NC=NC2=CC(=C(C=C12)OC1CCN(CC1)C(=O)N1CCOCC1)OC 4-[(3-chloro-4-fluorophenyl)amino]-6-{1-[(morpholin-4-yl)carbonyl]-piperidin-4-yloxy}-7-methoxy-quinazoline